1-(3-fluoro-4-methoxyphenyl)ethan-1-one FC=1C=C(C=CC1OC)C(C)=O